C(C)(C)(C)OC(=O)NCCCC(=O)ONC(OCC(Cl)(Cl)Cl)=O 2,2,2-trichloroethyl ((4-((tert-butoxycarbonyl)amino)butanoyl)oxy)carbamate